NC=1C=NN(C1)CCO 2-(4-amino-1H-pyrazol-1-yl)-1-ethanol